FC1(CCN(CC1)C(=O)C=1C=C2C=CC=C(C2=CC1)C=1C=NC=2C(N(C=CC2C1)C)=O)F 3-(6-(4,4-difluoropiperidine-1-carbonyl)naphthalen-1-yl)-7-methyl-1,7-naphthyridin-8(7H)-one